(3'-bromo-[1,1'-biphenyl]-3-yl)dimethylphosphine oxide BrC=1C=C(C=CC1)C1=CC(=CC=C1)P(C)(C)=O